FC(C)(F)C1=NC(=CC(=N1)NC1=CC(=NC=C1OCC)NC(C)=O)C=1C=NC(=CC1)OC N-(4-((2-(1,1-difluoroethyl)-6-(6-methoxypyridin-3-yl)pyrimidin-4-yl)amino)-5-ethoxypyridin-2-yl)acetamide